N-(2-AMINOETHYL)-P-CHLOROBENZAMIDE C1=CC(=CC=C1C(=O)NCCO)Cl